(4-((5-chloro-4-(1H-indol-3-yl)pyrimidin-2-yl)amino)piperidin-1-yl)methanone ClC=1C(=NC(=NC1)NC1CCN(CC1)C=O)C1=CNC2=CC=CC=C12